ClC1=NC=C(C(=C1)C1=C(C=NC(=C1)C#N)C(=O)NC1=NN2C(S1)=NC(=C2Cl)C2CC2)OC 2'-chloro-N-{5-chloro-6-cyclopropylimidazo[2,1-b][1,3,4]thiadiazol-2-yl}-6-cyano-5'-methoxy-[4,4'-bipyridine]-3-carboxamide